2-((4-(7-(((2S,5R)-5-(ethylsulfonamido)tetrahydro-2H-pyran-2-yl)methyl)-2,7-diazaspiro[3.5]nonan-2-yl)pyrimidin-5-yl)oxy)-5-fluoro-N,N-diisopropylbenzamide C(C)S(=O)(=O)N[C@@H]1CC[C@H](OC1)CN1CCC2(CN(C2)C2=NC=NC=C2OC2=C(C(=O)N(C(C)C)C(C)C)C=C(C=C2)F)CC1